(R)-1-(3-(3-chloro-5-(3-nitro-1H-1,2,4-triazol-1-yl)phenyl)morpholino)prop-2-en-1-one ClC=1C=C(C=C(C1)N1N=C(N=C1)[N+](=O)[O-])[C@@H]1COCCN1C(C=C)=O